2-methyl-4-chloroquinazoline CC1=NC2=CC=CC=C2C(=N1)Cl